tri(3-fluoro-4-methylphenyl)sulfonium hexafluorophosphate F[P-](F)(F)(F)(F)F.FC=1C=C(C=CC1C)[S+](C1=CC(=C(C=C1)C)F)C1=CC(=C(C=C1)C)F